CC1=CC=C(C=C1)S(=O)(=O)NN=C1CCC(CC1)C(F)(F)F 4-methyl-N'-(4-(trifluoromethyl)cyclohexylidene)benzene-sulfonohydrazide